3-(2-bromophenyl)prop-2-en-1-ol BrC1=C(C=CC=C1)C=CCO